OC1CCC(CC1)[C@H]1N(C[C@@H](CC1)C)C(C(=O)NC=1C=C(C(=NC1)NC(OC(C)(C)C)=O)C)=O tert-butyl N-[5-[[2-[(2S,5R)-2-(4-hydroxycyclohexyl)-5-methyl-1-piperidyl]-2-oxo-acetyl]amino]-3-methyl-2-pyridyl]carbamate